ClC1=C(C=CC=C1)N1C=2N=C3N(C(C2N=C1)=O)CCCC3 3-(2-chlorophenyl)-5,6,7,8-tetrahydropyrido[1,2-a]purin-10(3H)-one